CC(C)CCCC(CCC)C 2,6-dimethylnonane